4-chloro-1-(1-(cyclopentanecarbonyl)piperidin-4-yl)-N-(3-fluoro-5-(phenylethynyl)pyridin-2-yl)-1H-pyrazole-5-carboxamide ClC=1C=NN(C1C(=O)NC1=NC=C(C=C1F)C#CC1=CC=CC=C1)C1CCN(CC1)C(=O)C1CCCC1